(3S,4S,5R,6R)-2-(4-chloro-3-(4-ethoxyphenyl)phenyl)-5-hydroxy-6-((decanoyloxy)methyl)tetrahydro-2H-pyran ClC1=C(C=C(C=C1)C1O[C@@H]([C@@H](CC1)O)COC(CCCCCCCCC)=O)C1=CC=C(C=C1)OCC